O=C1N(C(=NC12CCC2)CNC(OCC2=CC=CC=C2)=O)C2=CC=C1C=CC=NC1=C2 benzyl N-[[8-oxo-7-(quinolin-7-yl)-5,7-diazaspiro[3.4]oct-5-en-6-yl]methyl]carbamate